CS(=O)(=O)C1=CC=C(C=N1)NCC#CC=1N(C2=CC=CC(=C2C1)NC1CCN(CC1)CC(=O)N1CCN(CC1)C)CC(F)(F)F 2-{4-[(2-{3-[(6-methanesulfonylpyridin-3-yl)amino]prop-1-yn-1-yl}-1-(2,2,2-trifluoroethyl)-1H-indol-4-yl)amino]piperidin-1-yl}-1-(4-methylpiperazin-1-yl)ethan-1-one